NC(CSC(C(=O)O)CC(=O)O)C(=O)O 2-[(2-Amino-2-carboxyethyl)thio]butanedioic acid